CC(CO)CCCCC 2-methyl-2-pentylethyl alcohol